6-(2-(3,4-difluorophenoxy)ethoxy)-3-(5-methylthiazol-4-yl)-2-(thiophen-2-yl)-1H-Inden-1-one FC=1C=C(OCCOC2=CC=C3C(=C(C(C3=C2)=O)C=2SC=CC2)C=2N=CSC2C)C=CC1F